2'-chloro-6-cyano-5'-methoxy-[4,4'-bipyridine]-3-carboxylic acid ClC1=NC=C(C(=C1)C1=C(C=NC(=C1)C#N)C(=O)O)OC